O1CCN(CC1)CC1=CC=C(CN2N=NC=C2)C=C1 1-(4-(morpholinomethyl)benzyl)-1H-1,2,3-triazol